8-amino-2-naphthol sodium salt [Na].NC=1C=CC=C2C=CC(=CC12)O